FC1=C(C=C(C=C1)F)[C@@H]1N(CCC1)C1=NC=2N(C=C1)N=CC2N2N=CC(=C2)C(F)(F)F (R)-5-(2-(2,5-difluorophenyl)pyrrolidin-1-yl)-3-(4-(trifluoro-methyl)-1H-pyrazol-1-yl)pyrazolo[1,5-a]pyrimidine